2-hydroxy-2-(tetrahydro-2H-pyran-4-yl)acetamide OC(C(=O)N)C1CCOCC1